N-[3,5-difluoro-4-({6-methoxy-7-[2-(methylamino)ethoxy]quinolin-4-yl}oxy)phenyl]-4-methoxypyridine-3-carboxamide FC=1C=C(C=C(C1OC1=CC=NC2=CC(=C(C=C12)OC)OCCNC)F)NC(=O)C=1C=NC=CC1OC